C1(CC1)C(=O)NC1=CC(=C(N=N1)C(=O)NC([2H])([2H])[2H])NC1=C(C(=CC=C1)C1=NN(C=N1)CC1COC1)OC 6-(Cyclopropanecarboxamido)-4-((2-methoxy-3-(1-(oxetan-3-ylmethyl)-1H-1,2,4-triazole-3-yl)phenyl)amino)-N-(methyl-d3)pyridazine-3-carboxamide